benzyl 3-((tert-butoxycarbonyl)amino)-5-(4-(6-(6-(1-(tetrahydro-2H-pyran-2-yl)-1H-pyrazol-5-yl)picolinamido)pyridin-3-yl)-1H-1,2,3-triazol-1-yl)piperidine-1-carboxylate C(C)(C)(C)OC(=O)NC1CN(CC(C1)N1N=NC(=C1)C=1C=NC(=CC1)NC(C1=NC(=CC=C1)C1=CC=NN1C1OCCCC1)=O)C(=O)OCC1=CC=CC=C1